1-(2-(3,8-diazabicyclo[3.2.1]octan-8-yl)-6,7-dihydrothiazolo[5,4-c]pyridin-5(4H)-yl)-2-(2-(difluoromethyl)phenoxy)ethan-1-one C12CNCC(CC1)N2C=2SC=1CN(CCC1N2)C(COC2=C(C=CC=C2)C(F)F)=O